(5-chloro-3-isopropylpyrazolo[1,5-a]pyrimidin-7-yl)(2-(4-nitro-1H-pyrazol-1-yl)benzyl)carbamic acid tert-butyl ester C(C)(C)(C)OC(N(CC1=C(C=CC=C1)N1N=CC(=C1)[N+](=O)[O-])C1=CC(=NC=2N1N=CC2C(C)C)Cl)=O